C(C)(=O)C1(C2=C(NC3=C(N1)C=C(C=C3)Br)CCCC2=O)C 11-acetyl-8-bromo-11-methyl-2,3,4,5,10,11-hexahydro-1H-dibenzo[b,e][1,4]diazepin-1-one